2-(2-(difluoromethoxy)-7-methylquinoxalin-5-yl)benzo[d]thiazol-7-ylcarbamic acid methyl ester COC(NC1=CC=CC=2N=C(SC21)C2=C1N=CC(=NC1=CC(=C2)C)OC(F)F)=O